1-(3-{[(2-methyl-1H-indol-5-yl)methyl]amino}pyrido[2,3-b]pyrazin-6-yl)piperidin-4-ol CC=1NC2=CC=C(C=C2C1)CNC1=CN=C2C(=N1)N=C(C=C2)N2CCC(CC2)O